CC=1C=C(C=C(C1S)C)CO (3,5-dimethyl-4-sulfanylphenyl)methanol